CC1=CN=C2C(=N1)N(C(=C2)C2=CC=CC=C2)C 3,5-dimethyl-6-phenyl-5H-pyrrolo[2,3-b]Pyrazine